(S)-1-(trimethylsilyl)-1-pentyn-3-ol C[Si](C#C[C@H](CC)O)(C)C